C1(CC1)C1=C(C(=NO1)C1=C(C=NC=C1Cl)Cl)COC12CCC(CC1)(CC2)C#CC=2N=CC=NC2 5-((4-((5-Cyclopropyl-3-(3,5-dichloropyridin-4-yl)isoxazol-4-yl)methoxy)bicyclo[2.2.2]octan-1-yl)ethynyl)pyrazin